(S)-N-(3-chloro-4-methylphenyl)-N-(3-(dimethylamino)propyl)-1-(6-methyl-4-(trifluoromethyl)pyridin-2-yl)pyrrolidine-2-carboxamide ClC=1C=C(C=CC1C)N(C(=O)[C@H]1N(CCC1)C1=NC(=CC(=C1)C(F)(F)F)C)CCCN(C)C